2,7-bis(4-trifluoromethylphenyl)-9,9-bis(4-hydroxyphenyl)fluorene FC(C1=CC=C(C=C1)C1=CC=2C(C3=CC(=CC=C3C2C=C1)C1=CC=C(C=C1)C(F)(F)F)(C1=CC=C(C=C1)O)C1=CC=C(C=C1)O)(F)F